C1(CCCC1)NC=1C2=C(N=C(N1)NC1=C(C=C(C(=C1)F)C=1C=NN(C1)C)OC)NC=C2C#N 4-(cyclopentylamino)-2-((5-fluoro-2-methoxy-4-(1-methyl-1H-pyrazol-4-yl)phenyl)amino)-7H-pyrrolo[2,3-d]pyrimidine-5-carbonitrile